CC1=CC=CC(=N1)C1=NN(C=C1C1=CC=NC2=CC=CC=C12)C(NC1=CC=CC=C1)=S 3-(6-methyl-2-pyridyl)-N-phenyl-4-(4-quinolyl)-1H-pyrazole-1-carbothioamide